2,4,6-trimethylphenylammonium tetrakis(2,3,4,6-tetrafluorophenyl)borate FC1=C(C(=CC(=C1F)F)F)[B-](C1=C(C(=C(C=C1F)F)F)F)(C1=C(C(=C(C=C1F)F)F)F)C1=C(C(=C(C=C1F)F)F)F.CC1=C(C(=CC(=C1)C)C)[NH3+]